ClCC=1C=CC2=C(N=CS2)C1 5-(chloromethyl)benzo[d]thiazol